(2-Methoxypyrimidin-5-yl)-3-(pyrimidin-5-yl)-1-((5-(trifluoromethyl)-1H-pyrazol-3-yl)methyl)urea COC1=NC=C(C=N1)N(C(=O)NC=1C=NC=NC1)CC1=NNC(=C1)C(F)(F)F